C(C1=CC(=C(C=C1)O)I)(C1=CC(=C(C=C1)O)I)C1=CC(=C(C=C1)O)I 4,4',4''-methanetriyl-tris(2-iodophenol)